4-(6-(3-(methoxymethyl)-5-phenyl-1H-pyrazol-1-yl)-2-(2-(1-methyl-1H-pyrazol-4-yl)ethoxy)pyrimidin-4-yl)morpholine COCC1=NN(C(=C1)C1=CC=CC=C1)C1=CC(=NC(=N1)OCCC=1C=NN(C1)C)N1CCOCC1